(2R,3R)-2,3-diacetoxy-4-morpholino-4-oxobutanoic acid C(C)(=O)O[C@@H](C(=O)O)[C@H](C(=O)N1CCOCC1)OC(C)=O